ClC1=C(SC=C1)C(C(C)N1N=C(C=C1)C(F)(F)F)=NNC=O 2-[1-(3-chloro-2-thienyl)-2-[3-(trifluoromethyl)-1H-pyrazol-1-yl]propylidene]hydrazinecarboxaldehyde